COCC(C)OC1=NC=CC=C1 ((1-methoxypropan-2-yl)oxy)pyridin